FC1=C2CCN=CC2=CC=C1C1=CC=CC=C1 5-fluoro-6-phenyl-3,4-dihydro-isoquinoline